alpha-D-glucose tetraacetate C(C)(=O)O.C(C)(=O)O.C(C)(=O)O.C(C)(=O)O.O[C@@H]1[C@H](O)[C@@H](O)[C@H](O)[C@H](O1)CO